C(C)(C)(C)OC(=O)N1CC(C1)N1N=CC(=C1)C1=C(C2=C(C(=N1)O)C=CS2)C2=C(C=C(C=C2)F)OC 3-[4-[7-(4-fluoro-2-methoxy-phenyl)-4-hydroxy-thieno[3,2-c]pyridin-6-yl]pyrazol-1-yl]azetidine-1-carboxylic acid tert-butyl ester